C1(=CC=CC=C1)P(C1=CC=CC=C1)(C1=CC=CC=C1)=CC(=O)OC(C)(C)C tert-butyl (triphenyl-λ5-phosphanylidene)acetate